1-{4-[(2-isopropoxyethoxy)methyl]phenoxy}-3-(isopropylamino)propan-2-ol C(C)(C)OCCOCC1=CC=C(OCC(CNC(C)C)O)C=C1